N-(1-(2-fluoro-4-(7-oxo-7,8-dihydro-1,8-naphthyridin-4-yl)phenyl)ethyl)sulfamide hydrochloride Cl.FC1=C(C=CC(=C1)C1=CC=NC=2NC(C=CC12)=O)C(C)NS(=O)(=O)N